OB1OCC=2CN(CCC21)C(=O)OC(C)(C)C tert-butyl 1-hydroxy-3,4,6,7-tetrahydrooxaborolo[4,3-c]pyridine-5-carboxylate